FC=1C=C(C=CC1B1OC(C(O1)(C)C)(C)C)C(=O)N1CCCCC1 (3-fluoro-4-(4,4,5,5-tetramethyl-1,3,2-dioxaborolan-2-yl)phenyl)(piperidin-1-yl)methanone